C(C)(C)(C)N(C(O)=O)C1=C(C2=C(S1)C(=CC=C2B2OC(C(O2)(C)C)(C)C)F)C#N.C(C)C2=C(C=CC=C2)N([SiH3])[SiH3] N-(2-ethylphenyl)disilazane tert-butyl-(3-cyano-7-fluoro-4-(4,4,5,5-tetramethyl-1,3,2-dioxaborolan-2-yl)benzo[b]thiophen-2-yl)carbamate